BrC1=C(CN2C(N(C(C3=CC=C(C=C23)C(=O)NCC2=C(C=C(C=C2F)F)F)C)C)=O)C(=CC=C1C)F 1-(2-bromo-6-fluoro-3-methylbenzyl)-3,4-dimethyl-2-oxo-N-(2,4,6-trifluorobenzyl)-1,2,3,4-tetrahydro-quinazoline-7-carboxamide